NC1=C(C(=O)N(C)C)C=C(C=C1)C=1C=C2C(=NC1)NC=C2C2=CC=C(C=C2)C(N)=O amino-5-(3-(4-carbamoylphenyl)-1H-pyrrolo[2,3-b]pyridin-5-yl)-N,N-dimethylbenzamide